C(=O)[O-].FC(OC1=CC=C(C=C1)C1=CN=C2N1C=CN=C2NC2=CC(=C(C(=O)N(C)CCC1CC[N+](CC1)(C)C)C=C2)C)F 4-(2-(4-((3-(4-(difluoromethoxy)phenyl)imidazo[1,2-a]pyrazin-8-yl)amino)-N,2-dimethylbenzamido)ethyl)-1,1-dimethylpiperidin-1-ium formate